NC1=C(SC2=NC(=CC=C21)C)C(=O)N[C@H]2COC1=CC(=CC=C1C2)C2(CCN(CC2)C(=O)OC(C)(C)C)F Tert-Butyl (R)-4-(3-(3-amino-6-methylthieno[2,3-b]pyridine-2-carboxamido)chroman-7-yl)-4-fluoropiperidine-1-carboxylate